N1C[C@@H](CC1)NC(OC(C)(C)C)=O tert-butyl N-[(3R)-pyrrolidin-3-yl]Carbamate